FC1C(CN(CC1)C(=O)OC(C)(C)C)O tert-butyl 4-fluoro-3-hydroxypiperidine-1-carboxylate